6-bromo-9H-pyrimido[4,5-b]indol-4-amine BrC=1C=C2C3=C(NC2=CC1)N=CN=C3N